4-(1-methyl-1,2,4-triazol-3-yl)-5-(trifluoromethyl)pyridin-2-amine CN1N=C(N=C1)C1=CC(=NC=C1C(F)(F)F)N